4-(1-cyclopropyl-4-fluoro-2-methyl-1H-benzo[d]imidazol-6-yl)-N-(6-(trifluoromethyl)pyridin-2-yl)pyridin-2-amine C1(CC1)N1C(=NC2=C1C=C(C=C2F)C2=CC(=NC=C2)NC2=NC(=CC=C2)C(F)(F)F)C